Cl.Cl.C1(=CC=CC=C1)[C@@H]1[C@H](CNC1)COC1=C2C=CN=CC2=CC=C1 5-{[(3R,4S)-4-Phenylpyrrolidin-3-yl]methoxy}isoquinoline dihydrochloride